FC=1C=C2C=NN(C2=CC1C=1C=2C(=NN(C2C=CC1)CC(=O)NCC(=O)NCC(=O)OC)N1CCOCC1)C methyl 2-(2-{2-[5'-fluoro-1'-methyl-3-(morpholin-4-yl)-[4,6'-biindazol]-1-yl]acetamido}acetamido)acetate